COC1=C(C=C(C(=C1)N1CCC(CC1)N1[C@H]2CN([C@@H](C1)C2)C)C)NC2=NC=C(C(=N2)NC=2C(=C1N=CC=NC1=CC2)NS(=O)(=O)C)C N-(6-((2-((2-methoxy-5-methyl-4-(4-((1R,4R)-5-methyl-2,5-diazabicyclo[2.2.1]heptan-2-yl)piperidin-1-yl)phenyl)amino)-5-methylpyrimidin-4-yl)amino)quinoxalin-5-yl)methanesulfonamide